Sodium rel-(3S,5R,E)-7-(3-(4-chlorophenyl)-1-isopropyl-1H-indol-2-yl)-3,5-dihydroxyhept-6-enoate ClC1=CC=C(C=C1)C1=C(N(C2=CC=CC=C12)C(C)C)/C=C/[C@@H](C[C@@H](CC(=O)[O-])O)O.[Na+] |o1:21,23|